C(C)(=O)N1CC2(CC2C1)C(=O)N1C(CC(C1)F)C(=O)NC(C1=CC=C(C=C1)C(C)C)C1=CC=CC=C1 1-{3-acetyl-3-azabicyclo[3.1.0]hexane-1-carbonyl}-4-fluoro-N-{phenyl[4-(propan-2-yl)phenyl]methyl}pyrrolidine-2-carboxamide